C(C)C1=NC=C(C=N1)NC1=NC=CC2=CC(=CC=C12)OCC1(CC1)F N-(2-ethylpyrimidin-5-yl)-6-((1-fluorocyclopropyl)methoxy)isoquinolin-1-amine